[C@H]12COC[C@@H]2C1NC(=O)C=1C=C(C2=C(C(CO2)C2=C3C(=NC=C2)NC=C3)C1)C(=O)NC (+/-)-N5-((1R,5S,6r)-3-Oxabicyclo[3.1.0]hexan-6-yl)-N7-methyl-3-(1H-pyrrolo[2,3-b]pyridin-4-yl)-2,3-dihydrobenzofuran-5,7-dicarboxamid